CC1=NC(=CC(=C1)C1=C(C(=C(C(=C1N1C2=CC=CC=C2C=2C=C(C=CC12)C)C1=NC(=NC(=C1)C1=CC=CC=C1)C1=CC=CC=C1)N1C2=CC=CC=C2C=2C=C(C=CC12)C)N1C2=CC=CC=C2C=2C=C(C=CC12)C)N1C2=CC=CC=C2C=2C=C(C=CC12)C)C 9,9',9'',9'''-(4-(2,6-dimethylpyridin-4-yl)-6-(2,6-diphenylpyrimidin-4-yl)benzene-1,2,3,5-tetrayl)tetrakis(3-methyl-9H-carbazole)